3-hydroxybicyclo[3.1.0]Hexane-6-carboxamide OC1CC2C(C2C1)C(=O)N